C(C=C)NC(C(C(=O)OC)(Br)Br)C1=CC=CC=C1 methyl 3-(allylamino)-2,2-dibromo-3-phenylpropionate